C(C=CCCCCC)C1C(CCC1)=O 2-(2-octen-1-yl)-cyclopentanone